FC(C(=O)[O-])(F)F.CC1(/C(/N(C2=CC=C(C=C12)C(F)(F)F)CCCC#C)=C\C=C\C=C\C1=[N+](C2=CC=CC=C2C1(C)CCO)C)C 2-((1E,3E)-5-((E)-3,3-Dimethyl-1-(pent-4-yn-1-yl)-5-(trifluoromethyl)indolin-2-ylidene)-penta-1,3-dien-1-yl)-3-(2-hydroxyethyl)-1,3-dimethyl-3H-indol-1-ium 2,2,2-trifluoro-acetate